erucyl-methyl-bis(2-hydroxyethyl)ammonium chloride [Cl-].C(CCCCCCCCCCC\C=C/CCCCCCCC)[N+](CCO)(CCO)C